CC1=CC(=NC=C1C=1N=CC2=CC(=NC=C2C1)NC)[C@H](CC)O (1S)-1-{4-methyl-5-[7-(methylamino)-2,6-naphthyridin-3-yl]pyridin-2-yl}propan-1-ol